1-(tert-butyloxycarbonyl)-4-(thiophen-2-ylmethyl)piperidine-4-carboxylic acid C(C)(C)(C)OC(=O)N1CCC(CC1)(C(=O)O)CC=1SC=CC1